ClC1N=NC(=CC1(N)N1C(=CC=C1C)C)Cl 3,6-dichloro-4-(2,5-dimethyl-1H-pyrrol-1-yl)pyridazin-4-amine